C(C)(C)(C)OC(=O)N1CCN(CC1)C1=C(C=C(C(=C1)CC(C)C)NC(=O)OC(C)(C)C)C#N tert-Butyl-4-(4-((tert-butoxycarbonyl)amino)-2-cyano-5-isobutylphenyl)piperazine-1-carboxylate